C(C)(C)(C)OC([C@@H]1N(C(CC1)=O)C(=O)OC(C)(C)C)=O (R)-N-Boc-pyroglutamic acid tert-butyl ester